racemic-(2S,3R) and (2R,3S)-3-hydroxybut-2-yl 4-methylbenzenesulfonate CC1=CC=C(C=C1)S(=O)(=O)O[C@@H](C)[C@@H](C)O |r|